NC1=C(C(=NN1C1CCN(CC1)C1CCN(CC1)C(=O)OC(C)(C)C)C1=CC=C(C=C1)OC1=NC=C(C=C1)Cl)C(N)=O Tert-butyl 4-(5-amino-4-carbamoyl-3-(4-((5-chloropyridin-2-yl) oxy) phenyl)-1H-pyrazol-1-yl)-[1,4'-bipiperidine]-1'-carboxylate